Methyl 4'-bromo-6-fluoro-2'-hydroxy-[1,1'-biphenyl]-3-carboxylate BrC1=CC(=C(C=C1)C1=CC(=CC=C1F)C(=O)OC)O